2'-O-propargylguanosine C(C#C)O[C@H]1[C@@H](O[C@@H]([C@H]1O)CO)N1C=NC=2C(=O)NC(N)=NC12